C(C)(C)(C)OC(/C=C/C1=NN(C(=C1)C(=O)OCC)COCC[Si](C)(C)C)=O Ethyl (E)-3-(3-(tert-butoxy)-3-oxoprop-1-en-1-yl)-1-((2-(trimethylsilyl)ethoxy)-methyl)-1H-pyrazole-5-carboxylate